2-Bromo-3-(but-3-en-1-yloxy)-6-fluoropyridine BrC1=NC(=CC=C1OCCC=C)F